3,5-dimethylstyrene CC=1C=C(C=C)C=C(C1)C